tert-Butyl-glycine hydrochloride Cl.C(C)(C)(C)NCC(=O)O